((5-(ethylsulfonyl)pyridin-2-yl)methyl)-7-isopropyl-6,7-dihydro-5H-pyrrolo[3,4-b]pyridine-3-carboxamide C(C)S(=O)(=O)C=1C=CC(=NC1)CC1=C(C=C2C(=N1)C(NC2)C(C)C)C(=O)N